(8R,9S,10S)-N-(4-methoxyphenyl)-10-[(4-methylpiperazin-1-yl)methyl]-9-[4-(2-phenylethynyl)phenyl]-1,6-diazabicyclo[6.2.0]decane-6-carboxamide COC1=CC=C(C=C1)NC(=O)N1CCCCN2[C@@H]([C@@H]([C@@H]2C1)C1=CC=C(C=C1)C#CC1=CC=CC=C1)CN1CCN(CC1)C